O1CCC(=CC1)C1=NC=2N(C(=C1)NC1CCN(CC1)C(=O)OCC1(CN(C1)C(\C=C\CN(C)C)=O)F)N=CC2C(C)C (E)-(1-(4-(dimethylamino)but-2-enoyl)-3-fluoroazetidine-3-yl)methyl 4-((5-(3,6-dihydro-2H-pyran-4-yl)-3-isopropylpyrazolo[1,5-a]pyrimidin-7-yl)amino)piperidine-1-carboxylate